C[C@@H]1O[C@H](CN(C1)C1=CC=C(C=C1)N1N=CC2=CC(=C(C(=C12)F)O)F)C 1-(4-((2S,6S)-2,6-Dimethylmorpholino)phenyl)-5,7-difluoro-1H-indazol-6-ol